O=C1NC(CCC1NC(C1=C(C=C(C=C1)N1CCN(CC1)CC1CCNCC1)F)=O)=O N-(2,6-dioxopiperidin-3-yl)-2-fluoro-4-(4-(piperidin-4-ylmethyl)piperazin-1-yl)benzamide